FC1=NC=CC(=C1OC)C1CN(C1)C(=O)OC(C)(C)C tert-butyl 3-(2-fluoro-3-methoxypyridin-4-yl)azetidine-1-carboxylate